(2,2,2-trifluoroacetyl)glycine FC(C(=O)NCC(=O)O)(F)F